Methyl 5-(1-azidoethyl)thiophene-2-carboxylate N(=[N+]=[N-])C(C)C1=CC=C(S1)C(=O)OC